N[C@H](C(=O)NC1=CC=C(C=C1)SCC1=CC=CC=C1)CC1=CC=CC=C1 (S)-2-amino-N-(4-(benzylthio)phenyl)-3-phenylpropionamide